COC1=CC=C(C=C1)N1N=C2C=CC=CC2=C1 2-(4-methoxyphenyl)indazole